CN1N=CC(=C1)C(CNC(OC)=O)(C)C1=CC=CC=C1 methyl N-[2-(1-methylpyrazol-4-yl)-2-phenyl-propyl]carbamate